C(C)(C)(C)[C@H]1S[C@@H]([C@H](N1C=O)C(=O)OC)C1CCCCC1 methyl (2R,4R,5R)-2-(tert-butyl)-5-cyclohexyl-3-formylthiazolidine-4-carboxylate